ClC=1C=C2C=C(N=CC2=CC1C1=C(C=CC=C1O)F)C1CN(CC1)C(C=C)=O 6-Chloro-7-(2-fluoro-6-hydroxyphenyl)-3-[1-(prop-2-enoyl)pyrrolidin-3-yl]isoquinolin